The molecule is an aryl sulfate that is resorcinol with one of the two hydroxy groups substituted by a sulfo group. It is an aryl sulfate and a member of phenols. It derives from a resorcinol. C1=CC(=CC(=C1)OS(=O)(=O)O)O